C(C)(C)(C)/[N+](=C/C1=CC(=CC=C1)C1=NN(C(C2=CC=CC=C12)=O)C1=CC=C(C=C1)F)/[O-] (Z)-N-tert-Butyl-1-(3-(3-(4-fluorophenyl)-4-oxo-3,4-dihydrophthalazin-1-yl)phenyl)methanimine oxide